4-(((3S,4S)-3-fluoro-1-methylpiperidin-4-yl)amino)-1-(2,2,2-trifluoroethyl)-1H-indole-2-carbohydrazide F[C@H]1CN(CC[C@@H]1NC1=C2C=C(N(C2=CC=C1)CC(F)(F)F)C(=O)NN)C